triisopropyl-(dimethylamino)silane C(C)(C)[Si](N(C)C)(C(C)C)C(C)C